(1-(2,2,2-trifluoroethyl)-1H-imidazol-2-yl)methanol FC(CN1C(=NC=C1)CO)(F)F